Cl.C1(CC1)S(=O)(=O)N1CCC(CC1)NC1=NC=C(C(=N1)C=1C=C2C(=CC(=NC2=C(C1)F)C)C(C)(C)O)F 2-(6-(2-((1-(Cyclopropylsulfonyl)piperidin-4-yl)amino)-5-fluoropyrimidin-4-yl)-8-fluoro-2-methylquinolin-4-yl)propan-2-ol hydrochloride